methyl (E)-3-(3-(N-((4-(4-cyclopropylphenyl) bicyclo[2.2.2]octan-1-yl)methyl)cyclopropanecarboxamido)phenyl)but-2-enoate C1(CC1)C1=CC=C(C=C1)C12CCC(CC1)(CC2)CN(C(=O)C2CC2)C=2C=C(C=CC2)/C(=C/C(=O)OC)/C